tert-butyl (1R,5S)-3-(7-chloro-8-fluoro-2-((3-methylene-1-azabicyclo[3.2.0]heptane-5-yl)methoxy)pyrido[4,3-d]pyrimidin-4-yl)-3,8-diazabicyclo[3.2.1]octane-8-carboxylate ClC1=C(C=2N=C(N=C(C2C=N1)N1C[C@H]2CC[C@@H](C1)N2C(=O)OC(C)(C)C)OCC21CC(CN1CC2)=C)F